ClC=1C=C(C=C2[C@@H](CCOC12)N1C(NC(CC1=O)(CC)CC)=N)C(=O)N[C@H]1[C@@H](C(OC2=CC=CC=C12)(C)C)O (R)-8-chloro-4-(4,4-diethyl-2-imino-6-oxotetrahydropyrimidin-1(2H)-yl)-N-((3S,4R)-3-hydroxy-2,2-dimethylchroman-4-yl)chromane-6-carboxamide